Cl.Cl.CO[C@H](C)[C@H]1NC2=C(OC1)C(=NC(=N2)N)N2C[C@@H](CC2)NC (S)-7-((R)-1-Methoxyethyl)-4-((R)-3-(methylamino)pyrrolidin-1-yl)-7,8-dihydro-6H-pyrimido[5,4-b][1,4]oxazin-2-amine dihydrochloride salt